N-((1R,6S)-2,2-difluoro-6-((1-isopropylpiperidin-4-yl)oxy)cyclohexyl)-2-(2-(3,5-difluorophenyl)-3-fluoropyridin-4-yl)acetamide FC1([C@@H]([C@H](CCC1)OC1CCN(CC1)C(C)C)NC(CC1=C(C(=NC=C1)C1=CC(=CC(=C1)F)F)F)=O)F